4-(2-(4-(2-acetyl-5-chlorophenyl)-5-methoxy-2-oxopyridin-1(2H)-yl)-3-(thiophen-3-yl)propionylamino)benzoic acid C(C)(=O)C1=C(C=C(C=C1)Cl)C1=CC(N(C=C1OC)C(C(=O)NC1=CC=C(C(=O)O)C=C1)CC1=CSC=C1)=O